C(CCCCCC)OC(CCCCC[Cu]CCCCCC(OCCCCCCC)OCCCCCCC)OCCCCCCC.[Li] lithium bis[6,6-diheptoxyhexyl]copper